CC1(OCC(O1)CN1N=CC(=C1)C1OC(C(O1)(C)C)(C)C)C 1-((2,2-Dimethyl-1,3-dioxolan-4-yl)methyl)-4-(4,4,5,5-tetramethyl-1,3-dioxolan-2-yl)-1H-pyrazole